C1(CC1)C1=C(C=C(C(=C1)I)C)N(C(C(=C)C)=O)C1=CC=C2C(=N1)C(=NN2C)O[C@@H]2CC[C@H](CC2)C(=O)O (trans)-4-({5-[N-(2-cyclopropyl-4-iodo-5-methylphenyl)-2-methylprop-2-enamido]-1-methylpyrazolo[4,3-b]pyridin-3-yl}oxy)cyclohexane-1-carboxylic acid